N-[3-(2-methylphenyl)-1-oxo-2,3-dihydro-1H-isoindol-4-yl]-1-benzothiophene-3-carboxamide CC1=C(C=CC=C1)C1NC(C2=CC=CC(=C12)NC(=O)C1=CSC2=C1C=CC=C2)=O